N-((3R,5R)-5-((1H-1,2,3-triazol-1-yl)methyl)-1-cyanopyrrolidin-3-yl)-5-(3-(trifluoromethyl)phenyl)oxazole-2-carboxamide N1(N=NC=C1)C[C@H]1C[C@H](CN1C#N)NC(=O)C=1OC(=CN1)C1=CC(=CC=C1)C(F)(F)F